tert-butyl 6-(5-chloro-2-fluorophenyl)-3-[3-(methoxycarbonyl)azetidin-1-yl]pyridazine-4-carboxylate ClC=1C=CC(=C(C1)C1=CC(=C(N=N1)N1CC(C1)C(=O)OC)C(=O)OC(C)(C)C)F